FC12CC(C1)(C2)CNCC2=CC=1C=NC(=CC1N2)CNC(=O)C=2N=C1N(C(C2)=O)C=CC=C1 N-[(2-{[({3-fluorobicyclo[1.1.1]pentan-1-yl}methyl)amino]methyl}-1H-pyrrolo[3,2-c]pyridin-6-yl)methyl]-4-oxo-4H-pyrido[1,2-a]pyrimidine-2-carboxamide